COC(NC[C@H]1OC2=C(C1)C1=C(N=C(S1)C1=C3N=CC(=NC3=CC(=C1)C)OC)C=C2)=O (S)-((2-(2-methoxy-7-methylquinoxalin-5-yl)-7,8-dihydrobenzofuro[5,4-d]thiazol-7-yl)methyl)carbamic acid methyl ester